N-{phenyl[5-(propan-2-yl)pyridin-2-yl]methyl}-3-[2-(1H-1,2,3-triazol-5-yl)acetyl]-3-azabicyclo[3.1.0]hexane-2-carboxamide C1(=CC=CC=C1)C(NC(=O)C1C2CC2CN1C(CC1=CN=NN1)=O)C1=NC=C(C=C1)C(C)C